N-(4-{4-[3-(5-tert-Butyl-2-p-tolyl-2H-pyrazol-3-yl)-ureido]-3-fluoro-phenoxymethyl}-pyridin-2-yl)-acetamide C(C)(C)(C)C=1C=C(N(N1)C1=CC=C(C=C1)C)NC(NC1=C(C=C(OCC2=CC(=NC=C2)NC(C)=O)C=C1)F)=O